C1(=CC=CC=C1)C(C)C=1NC(C2=C(N1)CCNC2)=O 2-(1-phenylethyl)-5,6,7,8-tetrahydropyrido[4,3-d]pyrimidin-4(3H)-one